CN1N=CC(=C1)C=1C=C2C(=NC=NN2C1)N1C[C@H]2CCC(C1)N2C2CC(C2)C#N (1R,3r)-3-(3-(6-(1-methyl-1H-pyrazol-4-yl)pyrrolo[2,1-f][1,2,4]triazin-4-yl)-3,8-diazabicyclo[3.2.1]octan-8-yl)cyclobutane-1-carbonitrile